C(C1=CC=CC=C1)OC(=O)N[C@H](C(N[C@H](C(N[C@H](C(NNC(=O)OC(C)(C)C)=O)C)=O)C)=O)CCCCNC(COCCOCCOCCOCCOCCOCCOCCOCCOCCOC)=O (5S,8S,11S)-tert-butyl 11-(((benzyloxy) carbonyl) amino)-5,8-dimethyl-4,7,10,17-tetraoxo-19,22,25,28,31,34,37,40,43,46-decaoxa-2,3,6,9,16-pentaazaheptatetracontan-1-oate